2-chloromethyl-4-chloropyridine hydrochloride Cl.ClCC1=NC=CC(=C1)Cl